COC(C1=CN=C(C(=C1)F)C#N)=O 6-Cyano-5-fluoronicotinic acid methyl ester